OC1[C@H](O)[C@@H](O)[C@H](O)[C@H](O1)CO α,β-glucose